The molecule is an amino trisaccharide consisting of sialyl, beta-D-galactosyl and beta-D-glucose residues connected sequentially by (2->6) and (1->4) linkages. It has a role as an epitope. CC(=O)N[C@@H]1[C@H](C[C@@](O[C@H]1[C@@H]([C@@H](CO)O)O)(C(=O)O)OC[C@@H]2[C@@H]([C@@H]([C@H]([C@@H](O2)O[C@@H]3[C@H](O[C@H]([C@@H]([C@H]3O)O)O)CO)O)O)O)O